(5s,7s)-2-(difluoromethylsulfonyl)-7-fluoro-5-(2-fluorophenyl)-6,7-dihydro-5H-pyrrolo[1,2-b][1,2,4]triazole FC(S(=O)(=O)C=1N=C2N(N1)[C@@H](C[C@@H]2F)C2=C(C=CC=C2)F)F